COC=1C=C(C(=O)N)C=C(C1)C(F)(F)F 3-Methoxy-5-(trifluoromethyl)benzamide